C1(=CC=CC=C1)C(C#CO)C1=CC=CC=C1 diphenylpropynyl alcohol